N-(2-(4-(1-allyl-2,4-dioxo-2,3,4,5-tetrahydro-1H-pyrrolo[3,2-d]pyrimidin-6-yl)phenoxy)ethyl)picolinamide C(C=C)N1C(NC(C2=C1C=C(N2)C2=CC=C(OCCNC(C1=NC=CC=C1)=O)C=C2)=O)=O